NC1=CC(=C(ON2C(C3(C4=CC=CC=C24)CCC3)=O)C(=C1)C)C (4-amino-2,6-dimethylphenoxy)spiro[cyclobutane-1,3'-indolin]-2'-one